CC1(CC(OC1=O)CC(C(=O)O)(C)C)C 3-(4,4-Dimethyl-5-oxotetrahydrofuran-2-yl)-2,2-dimethylpropanoic acid